(1R,3aS,3bS,5aR,7S,9aR,9bS,11aR)-4,4-difluoro-7-hydroxy-1-[(2R)-6-hydroxy-6-methylheptan-2-yl]-9a,11a-dimethylhexadecahydro-1H-cyclopenta[1,2-a]phenanthren-6-one FC1(C[C@H]2C([C@H](CC[C@@]2([C@H]2CC[C@]3([C@H]([C@H]12)CC[C@@H]3[C@H](C)CCCC(C)(C)O)C)C)O)=O)F